5-(cyclopropylmethyl)-4-(6-cyclopropylpyridin-3-yl)-2-(2-methyl-2H-indazol-5-yl)-7-((trimethylsilyl)ethynyl)-2,5-dihydro-3H-pyrrolo[3,2-c]pyridazin-3-one C1(CC1)CN1C=C(C2=NN(C(C(=C21)C=2C=NC(=CC2)C2CC2)=O)C2=CC1=CN(N=C1C=C2)C)C#C[Si](C)(C)C